C[C@@H]1CN(C(=CC1)C=1C=CC2=C(N=C(S2)CC2CCN(CC2)C)C1)C(=O)OC(C)(C)C (S)-tert-butyl 3-methyl-6-(2-((1-methylpiperidin-4-yl)methyl)benzo[d]thiazol-5-yl)-3,4-dihydropyridine-1(2H)-carboxylate